4-(benzylamino)-2-oxo-bicyclo[2.2.2]octane-1-carboxylic acid ethyl ester hydrochloride Cl.C(C)OC(=O)C12C(CC(CC1)(CC2)NCC2=CC=CC=C2)=O